FC1=NC(=CC(=C1)NC=1SC(=C(N1)C(=O)OC)C)F methyl 2-[(2,6-difluoro-4-pyridyl)amino]-5-methyl-thiazole-4-carboxylate